2-undecylmalonic acid potassium sodium salt [Na+].[K+].C(CCCCCCCCCC)C(C(=O)[O-])C(=O)[O-]